N-((1R)-3-Cyano-3-azabicyclo[3.2.0]heptan-1-yl)-5-(2-((4-fluorophenyl)amino)phenyl)-1H-pyrazol-3-carboxamid C(#N)N1C[C@]2(CCC2C1)NC(=O)C1=NNC(=C1)C1=C(C=CC=C1)NC1=CC=C(C=C1)F